N1,N4-bis(3-propylamino)succinamide CCCNNC(CCC(=O)NNCCC)=O